4-(2-(2-(2-isopropylphenyl)-4-(4-(2,2,2-trifluoroethoxy)benzyl)piperazin-1-yl)-7-azaspiro[3.5]nonan-7-yl)benzamide C(C)(C)C1=C(C=CC=C1)C1N(CCN(C1)CC1=CC=C(C=C1)OCC(F)(F)F)C1CC2(C1)CCN(CC2)C2=CC=C(C(=O)N)C=C2